CC(C(C(=O)O)=O)C methyl-oxobutanoic acid